(S)-4-(3-chloro-4-methoxybenzylamino)-2-(2-hydroxymethyl-1-pyrrolidinyl)-N-(2-pyrimidinylmethyl)-5-pyrimidinecarboxamide ClC=1C=C(CNC2=NC(=NC=C2C(=O)NCC2=NC=CC=N2)N2[C@@H](CCC2)CO)C=CC1OC